N-[3-fluoro-4-[(7-methoxy-1,5-naphthyridin-4-yl)oxy]phenyl]-4-hydroxy-6-methyl-5-(4-propan-2-ylphenyl)pyridine-3-carboxamide FC=1C=C(C=CC1OC1=CC=NC2=CC(=CN=C12)OC)NC(=O)C=1C=NC(=C(C1O)C1=CC=C(C=C1)C(C)C)C